FC1(CCC(CC1)N1N=C(C=CC1=O)NC(C1=C(C=C(C=C1)NS(=O)(=O)CCO)N1CCC2(CC2)CC1)=O)F N-(1-(4,4-difluorocyclohexyl)-6-oxo-1,6-dihydropyridazin-3-yl)-4-((2-hydroxyethyl)sulfonamido)-2-(6-azaspiro[2.5]octan-6-yl)benzamide